1'-((8-cyclopropyl-3-fluoro-4-oxo-4,5-dihydropyrrolo[1,2-a]quinoxalin-7-yl)methyl)-N-methyl-1',2',3',6'-tetrahydro-[3,4'-bipyridine]-6-carboxamide C1(CC1)C1=C(C=C2NC(C=3N(C2=C1)C=CC3F)=O)CN3CCC(=CC3)C=3C=NC(=CC3)C(=O)NC